(5-chloro-3-((2,6-dimethoxyphenyl)amino)pyrazin-2-yl)-6-cyclopropoxypyridine ClC=1N=C(C(=NC1)C1=NC(=CC=C1)OC1CC1)NC1=C(C=CC=C1OC)OC